2,2,3,3,4,4,5,5-octafluoro-1,6-hexyl diacrylate C=CC(=O)OCC(C(C(C(COC(=O)C=C)(F)F)(F)F)(F)F)(F)F